N-((R)-3,3-difluoro-1-methylpiperidin-4-yl)-6-fluoro-5-(1-((S)-1-fluoropropan-2-yl)-1H-benzo[d][1,2,3]triazol-6-yl)-4-methoxypyrrolo[2,1-f][1,2,4]triazin-2-amine FC1(CN(CC[C@H]1NC1=NN2C(C(=N1)OC)=C(C(=C2)F)C=2C=CC1=C(N(N=N1)[C@H](CF)C)C2)C)F